BrC=1C=C(C(=O)O)C=C(C1OC(=O)OC(C)(C)C)Br 3,5-dibromo-4-tert-butoxycarbonyloxy-benzoic acid